[Na+].N1=CC(=CC=C1)OP([O-])=O phosphonic acid-mono-(3-pyridyl) ester sodium salt